N-(2-methoxy-4-nitrophenyl)-2,3-dichlorobenzamide COC1=C(C=CC(=C1)[N+](=O)[O-])NC(C1=C(C(=CC=C1)Cl)Cl)=O